(L)-serine methyl ester COC([C@@H](N)CO)=O